C(C=CC1=CC=CC=C1)C1=NC=CN=C1 cinnamyl-pyrazine